6-[6-(2,2,2-trifluoroethoxy)-3-pyridinyl]-[1,2,4]Triazolo[4,3-a]Pyrazine FC(COC1=CC=C(C=N1)C=1N=CC=2N(C1)C=NN2)(F)F